ClC1=CC=2N(C=C1)N=CC2C2=CC=CC(=N2)N2CC1N(C(C2)C1)C(=O)OC(C)(C)C tert-butyl 3-(6-(5-chloropyrazolo[1,5-a]pyridin-3-yl)pyridin-2-yl)-3,6-diazabicyclo-[3.1.1]heptane-6-carboxylate